C(C)N(CCCNC(=O)C1=CC2=C(N3C(S2)=NC(=C3)C3=C(C=C(C(=O)O)C=C3)F)C=C1)CC 4-(7-((3-(diethylamino)propyl)carbamoyl)benzo[d]imidazo[2,1-b]thiazol-2-yl)-3-fluorobenzoic acid